(R)-2-{3-[6-(2,3-Dihydro-benzo[1,4]dioxin-5-yl)-2-methoxy-pyridin-3-ylamino]-phenyl}-pyrrolidin O1CCOC2=C1C=CC=C2C2=CC=C(C(=N2)OC)NC=2C=C(C=CC2)[C@@H]2NCCC2